methyl-6-(5-(trifluoromethyl)-4H-1,2,4-triazol-3-yl)-1H-benzo[d]imidazole CN1C=NC2=C1C=C(C=C2)C2=NN=C(N2)C(F)(F)F